isobutyl 2-isopropyl-4-((isobutoxycarbonyl)amino)-5-methylhexanoate C(C)(C)C(C(=O)OCC(C)C)CC(C(C)C)NC(=O)OCC(C)C